N-(4-hydroxy-3-methoxybenzyl)amide OC1=C(C=C(C[NH-])C=C1)OC